ClC1=CC=2N(C=C1C(=O)OC)C(=CN2)I methyl 7-chloro-3-iodo-imidazo[1,2-a]pyridine-6-carboxylate